1-{4-[(2R)-2,3-dihydro-1,4-benzodioxin-2-yl]benzyl}piperidine-4-carboxylic acid O1[C@@H](COC2=C1C=CC=C2)C2=CC=C(CN1CCC(CC1)C(=O)O)C=C2